COC1=NC=C(C=N1)C1=CC=C(C(=O)O)C=C1 4-(2-methoxypyrimidin-5-yl)benzoic acid